ClC1=CC2=C(C=N1)C=C(N2COCC[Si](C)(C)C)C2=CC(=NC=N2)N(CC(F)(F)F)C 6-[6-chloro-1-(2-trimethylsilylethoxymethyl)pyrrolo[3,2-c]pyridin-2-yl]-N-methyl-N-(2,2,2-trifluoroethyl)pyrimidin-4-amine